BrCC1=NN(C=C1)CC(C)(O)C 1-(3-(bromomethyl)-1H-pyrazol-1-yl)-2-methylpropan-2-ol